N-[2-amino-5-(4-fluorophenyl)phenyl]-4-[(5-methyl-1H-imidazol-2-yl)sulfonimidoyl]benzamide NC1=C(C=C(C=C1)C1=CC=C(C=C1)F)NC(C1=CC=C(C=C1)S(=O)(=N)C=1NC(=CN1)C)=O